N-(3-chloro-5-methanesulfonamidophenyl)-5-(hydroxymethyl)-4-phenylthiophene-2-carboxamide ClC=1C=C(C=C(C1)NS(=O)(=O)C)NC(=O)C=1SC(=C(C1)C1=CC=CC=C1)CO